L-LYSIN N[C@@H](CCCCN)C(=O)O